C(C)(C)OC(CCCCCCCC)=O nonanoic acid isopropyl ester